(R)-methyl 2-amino-3-(3-(4-(difluoromethyl)-1-propyl-1H-pyrazol-5-yl)-5-fluorobenzamido)propanoate N[C@@H](C(=O)OC)CNC(C1=CC(=CC(=C1)F)C1=C(C=NN1CCC)C(F)F)=O